ClC1=C(C(=O)NC2=C3C=NN(C3=CC=C2)C=2C=NC(=CC2)C(F)(F)F)C=C(C=C1)CNC(CC(C)(C)C)=O 2-chloro-5-{[(3,3-dimethylbutyryl)amino]methyl}-N-{1-[6-(trifluoromethyl)pyridin-3-yl]-1H-indazol-4-yl}benzamide